1-chloro-3-(5-(difluoromethyl)-1,3,4-thiadiazol-2-yl)-N-(1-methylcyclopropyl)-8-(2-oxa-8-azaspiro[4.5]decan-8-yl)imidazo[1,5-a]pyridine-6-sulfonamide ClC=1N=C(N2C1C(=CC(=C2)S(=O)(=O)NC2(CC2)C)N2CCC1(CCOC1)CC2)C=2SC(=NN2)C(F)F